C(C1=CC=CC=C1)N1CCC(CC1)CCNC(=O)C=1C=NC=2N(C1C)N=C(C2)C2=C(C=CC=C2)C(F)(F)F N-[2-(1-benzylpiperidin-4-yl)ethyl]-7-methyl-2-[2-(trifluoromethyl)phenyl]pyrazolo[1,5-a]pyrimidine-6-carboxamide